(2R*,5'S*)-N-(2,4-dichlorobenzyl)-5'-fluoro-6',7'-dihydro-5'H-spiro[oxirane-2,8'-quinoline]-5'-carboxamide ClC1=C(CNC(=O)[C@]2(C=3C=CC=NC3[C@@]3(CC2)OC3)F)C=CC(=C1)Cl |o1:7,14|